2-(p-tolyl)propan-2-amine C1(=CC=C(C=C1)C(C)(C)N)C